C(C)C=1OC2=C(C1C(C1=CC=C(C=C1)O)=O)C=CC=C2 2-ethyl-3-(4-hydroxybenzoyl)benzofuran